4-methoxy-2-(methoxycarbonyl)pyridine 1-oxide COC1=CC(=[N+](C=C1)[O-])C(=O)OC